4,4'-Dihydroxy-3'-isopropyl-p-terphenyl OC1=CC=C(C=C1)C1=CC(C(C=C1)(C1=CC=CC=C1)O)C(C)C